5-[5-Methyl-3-[[(3R)-1-(2-oxazol-2-ylethyl)-3-piperidyl]amino]-1,2,4-triazin-6-yl]-2,3-dihydrobenzofuran-4-ol CC=1N=C(N=NC1C1=CC=C2C(CCO2)=C1O)N[C@H]1CN(CCC1)CCC=1OC=CN1